2-fluoro-6-(2,3,5-trimethoxyanilino)-9-(oxetan-2-yl)-9H-purine FC1=NC(=C2N=CN(C2=N1)C1OCC1)NC1=C(C(=CC(=C1)OC)OC)OC